(R)-N-(3-fluoro-4-((3-((1-hydroxypropan-2-yl)amino)-1H-pyrazolo[3,4-b]pyridin-4-yl)oxy)phenyl)-2-(4-fluorophenyl)-3-oxo-2,3-dihydropyridazine-4-carboxamide FC=1C=C(C=CC1OC1=C2C(=NC=C1)NN=C2N[C@@H](CO)C)NC(=O)C=2C(N(N=CC2)C2=CC=C(C=C2)F)=O